[Br-].[Br-].N1(CC=CC=C1)CCCCN1CC=CC=C1 1,4-bis(pyridin-1-yl)butane dibromide